O=C1NC(CCC1N1C(C2=CC=C(C=C2C1=O)NCCC[C@@H]1C[C@H](C1)N1N=CC(=C1)C1=NC2=CC(=CC=C2N=C1)C1CCN(CC1)C)=O)=O 2-(2,6-dioxopiperidin-3-yl)-5-((3-(trans-3-(4-(7-(1-methylpiperidin-4-yl)quinoxalin-2-yl)-1H-pyrazol-1-yl)cyclobutyl)propyl)amino)isoindoline-1,3-dione